C(C=C)(=O)N1CCN(CC1)C1=CC(=NC=2CN(CCC12)C1=CC=CC2=CC=CC(=C12)C)C(=O)N[C@H]1[C@H](C1)N |r| rac-4-(4-acryloylpiperazin-1-yl)-N-(cis-2-aminocyclopropyl)-7-(8-methylnaphthalen-1-yl)-5,6,7,8-tetrahydro-1,7-naphthyridine-2-carboxamide